C(C1=CC=CC=C1)N1N=C(C=C1C(=O)O)S(NC(NC1=C2CCCC2=CC=2CCCC12)=O)(=O)=O 1-benzyl-3-(N-((1,2,3,5,6,7-hexahydro-s-indacen-4-yl)carbamoyl)sulfamoyl)-1H-pyrazol-5-carboxylic acid